(E)-3-fluoro-N-phenyl-3-(p-tolyl)acrylamide F/C(=C/C(=O)NC1=CC=CC=C1)/C1=CC=C(C=C1)C